(S)-9-(4-((1S,2S)-6-(tert-butoxy)-2-phenyl-1,2,3,4-tetrahydronaphthalen-1-yl)-2-fluoro-5-methoxyphenyl)-3-(dimethoxymethyl)-1-oxa-9-azaspiro[5.5]undecane C(C)(C)(C)OC=1C=C2CC[C@@H]([C@@H](C2=CC1)C1=CC(=C(C=C1OC)N1CCC2(CC[C@@H](CO2)C(OC)OC)CC1)F)C1=CC=CC=C1